O[C@H]([C@H](C)N[C@H]1CC[C@H](CC1)C1=CC2=C(NC(O2)=O)C=C1)C1=CC=C(C=C1)OC 6-{cis-4-[(1S,2S)-2-Hydroxy-2-(4-methoxyphenyl)-1-methylethylamino]-cyclohexyl}-3H-benzoxazol-2-one